FC(C#N)(C(F)(F)F)C(F)(F)F 2,3,3,3-tetrafluoro-2-(trifluoromethyl)-propanenitrile